OC[C@H](CB(O[C@@H](CO)C)O)C=1C=NC=C(C1)C1=CC(=C(C=C1)OC)OCCC (R)-1-hydroxypropan-2-yl hydrogen ((R)-3-hydroxy-2-(5-(4-methoxy-3-propoxyphenyl)pyridin-3-yl)propyl)boronate